N-4-bromophenylcarbonyl-sulfenamide BrC1=CC=C(C=C1)C(=O)NS